The molecule is an N-hydroxy-L-polyhomomethionine in which there are five methylene groups between the alpha-carbon and sulfur atoms. It is a N-hydroxy-L-polyhomomethionine and a N-hydroxytrihomomethionine. It is a conjugate acid of a N-hydroxy-L-trihomomethioninate. CSCCCCC[C@@H](C(=O)O)NO